CC(CCC(CC)O)CCCC 6-Methyl-3-decanol